(3S,3aS)-3-(hydroxymethyl)-7-[4-[4-methyl-6-(trifluoromethyl)pyrimidin-2-yl]piperazin-1-yl]sulfonyl-3a,4-dihydro-3H-oxazolo[4,3-c][1,4]benzoxazin-1-one OC[C@H]1OC(N2[C@H]1COC1=C2C=CC(=C1)S(=O)(=O)N1CCN(CC1)C1=NC(=CC(=N1)C)C(F)(F)F)=O